2-chloro-N-((6-cyclopropylimidazo[1,2-a]pyridin-2-yl)methyl)-6-methoxypyridin-4-amine ClC1=NC(=CC(=C1)NCC=1N=C2N(C=C(C=C2)C2CC2)C1)OC